OCC(=C)C 1-hydroxymethyl-1-methylethylene